N,N',N''-((1,5,9-Triazacyclododecane-1,5,9-triyl)tris(ethane-2,1-diyl))tris(1-hydroxy-6-oxo-1,6-dihydropyridine-2-carboxamide) N1(CCCN(CCCN(CCC1)CCNC(=O)C=1N(C(C=CC1)=O)O)CCNC(=O)C=1N(C(C=CC1)=O)O)CCNC(=O)C=1N(C(C=CC1)=O)O